FC(C=1C=CC(=NC1)NC1CCN(CC1)S(=O)(=O)C1=CC=C(C=C1)C=1C=C2C(=NC1)NC(C21CCOCC1)=O)(F)F 5'-(4-((4-((5-(Trifluoromethyl)pyridin-2-yl)amino)piperidin-1-yl)sulfonyl)phenyl)-2,3,5,6-tetrahydro-spiro[pyran-4,3'-pyrrolo[2,3-b]pyridin]-2'(1'H)-one